C(C)(C)(C)C=1C=C(NC2=CC=C(C=C2)C(C)(C)C)C=C(C1)C(C)(C)C 3,5-di-tert-butyl-N-(4-(tert-butyl)phenyl)aniline